CC=1C(=NC=C(C1OC)C)CS 3,5-dimethyl-4-methoxy-2-pyridinemethanethiol